NC1CC(C1)CNC(=O)NC=1SC=C(N1)C(C)(C)C1=CC=C(C=C1)OC 1-((3-aminocyclobutyl)-methyl)-3-(4-(2-(4-meth-oxyphenyl)propan-2-yl)-thiazol-2-yl)urea